2,5-dimethyl-2,3-dihydroimidazole CC1NC(=CN1)C